CC=1C=C(C=C(C1)C)C1=C[C@@H](CCC1)O (R)-3',5'-dimethyl-3,4,5,6-tetrahydro-[1,1'-biphenyl]-3-ol